CC1=CC(OC2=C1C=CC(=C2)O)=O 4-methyl-7-hydroxybenzopyrone